2,2,6,6-tetramethylcyclohexanone CC1(C(C(CCC1)(C)C)=O)C